iminodisulfonic acid sodium salt [Na+].N(S(=O)(=O)[O-])S(=O)(=O)[O-].[Na+]